IC=1C=C(C=CC1)C(C(=O)O)(CCCC1CN(C(O1)=O)C)C 2-(3-iodophenyl)-2-methyl-5-(3-methyl-2-oxooxazolidin-5-yl)pentanoic acid